4-hydroxy-6-methylpyridine-3-carboxamide OC1=C(C=NC(=C1)C)C(=O)N